IC1=CC=2CC3=CC(=CC=C3C2C=C1)I 2,7-diiodofluorene